propyl-1,1-biphenyl C(CC)C1=C(C=CC=C1)C1=CC=CC=C1